NC=1SC=C(N1)Cl 2-amino-4-chloro-thiazol